tris(buta-1,3-dien-1-yloxy)stibane C(=CC=C)O[Sb](OC=CC=C)OC=CC=C